1-methyl-4-(1-methylimidazole-2-amido)imidazole-2-carboxylic acid CN1C(=NC(=C1)NC(=O)C=1N(C=CN1)C)C(=O)O